di-menthyl succinate C(CCC(=O)OC1CC(CCC1C(C)C)C)(=O)OC1CC(CCC1C(C)C)C